N-(4-bromophenyl)-2-methoxyacetamide BrC1=CC=C(C=C1)NC(COC)=O